C1(=CC=CC=C1)C(=CC(=O)[O-])C1=CC=CC=C1 DIPHENYLACRYLAT